C1(CC1)NC1=NC=2N(CC(=NC2C=N1)C1=CC2=CN(N=C2C=C1)C)C1=CC=C(C=C1)OC(F)F 2-(Cyclopropylamino)-8-(4-(difluoromethoxy)phenyl)-6-(2-methyl-2H-indazol-5-yl)pteridine